(S)-N-(2-(6,6-dimethyl-4,5,6,7-tetrahydro-1H-indazol-3-yl)-5-fluoro-1H-indol-6-yl)-N-methyl-2-(piperazin-1-yl)propanamide CC1(CCC=2C(=NNC2C1)C=1NC2=CC(=C(C=C2C1)F)N(C([C@H](C)N1CCNCC1)=O)C)C